C(C)C1(NC(NC=C1)=O)N 4-ethyl-cytosine